C1(CCCC1)CN1C=CC=2C(=NC(=CC21)NC=2SC(=CN2)C)OCC2N(CCC2)C(C=C)=O 1-(2-(((1-(cyclopentylmethyl)-6-((5-methylthiazol-2-yl)amino)-1H-pyrrolo[3,2-c]pyridin-4-yl)oxy)methyl)pyrrolidin-1-yl)prop-2-en-1-one